COC(=O)C1=C(NC(=C1)C)C=O.OC1=C(C(=C(C=C1)C1=CC(=CC=C1)N1C(C=CC1=O)=O)O)N1C(C=CC1=O)=O dihydroxy-3,3'-bismaleimidyl-biphenyl methyl-2-formyl-5-methyl-1H-pyrrole-3-carboxylate